CN1C(=CC(=C1)C=1C=NN(C1)C1=C(C=C(C=C1Cl)C(C(F)(F)F)(C(F)(F)F)F)Cl)C(=O)OC[C@@H](C1=NC=C(C=C1)S(=O)(=O)CC)N (R)-2-amino-2-(5-(ethylsulfonyl)pyridin-2-yl)ethanol methyl-4-{1-[2,6-dichloro-4-(1,1,1,2,3,3,3-heptafluoropropan-2-yl)phenyl]-1H-pyrazol-4-yl}-1H-pyrrole-2-carboxylate